(6-bromo-2-methoxyquinolin-3-yl)(2,4-dichloro-thiazol-5-yl)methanol tert-butyl-(2S,5R)-2-formyl-5-methylpyrrolidine-1-carboxylate C(C)(C)(C)[C@]1(N([C@@H](CC1)C)C(=O)OC(C1=C(N=C(S1)Cl)Cl)C=1C(=NC2=CC=C(C=C2C1)Br)OC)C=O